C1(=CC=CC=C1)S(=O)(=O)OC1=CC(=CC=C1)N (3-aminophenoxy) phenyl sulfone